[N+](=[N-])=CC(CC[C@@H](C(=O)OC(C)C)NC([C@H](CC1=CC=C(C=C1)F)O)=O)=O isopropyl (S)-6-diazo-2-((S)-3-(4-fluorophenyl)-2-hydroxypropanamido)-5-oxohexanoate